7-[4-methoxy-2-pyrazol-1-yl-5-[(1s,2s,6r,8s)-2,9,9-trimethyl-3,5-dioxa-4-boratricyclo[6.1.1.02,6]decan-4-yl]phenyl]cinnolin-4-amine COC1=CC(=C(C=C1B1O[C@]2([C@@H]3C([C@H](C[C@H]2O1)C3)(C)C)C)C3=CC=C1C(=CN=NC1=C3)N)N3N=CC=C3